6-(4-(3-((3-oxo-6-phenoxyisobenzofuran-1(3H)-ylidene)methyl)benzoyl)piperazin-1-yl)nicotinonitrile O=C1OC(C2=CC(=CC=C12)OC1=CC=CC=C1)=CC=1C=C(C(=O)N2CCN(CC2)C2=NC=C(C#N)C=C2)C=CC1